2-[(2,2,2-trifluoroacetyl)amino]-2-[1-(trifluoromethyl)cyclobutyl]acetic acid FC(C(=O)NC(C(=O)O)C1(CCC1)C(F)(F)F)(F)F